(1R)-inden-1-amine [C@H]1(C=CC2=CC=CC=C12)N